1-phenyl-1-pentanone C1(=CC=CC=C1)C(CCCC)=O